2-Ethylnonyl 8-((8-(heptadecan-9-yloxy)-8-oxooctyl)(3-((2-(methyl amino)-3,4-dioxocyclobut-1-en-1-yl)amino)propyl)amino)octanoate CCCCCCCCC(CCCCCCCC)OC(CCCCCCCN(CCCCCCCC(=O)OCC(CCCCCCC)CC)CCCNC1=C(C(C1=O)=O)NC)=O